C(=O)(O)C=1C=C(C(C(=O)O)=CC1)C(=O)O.[Pt+2] platinum (II) 4-carboxyphthalic acid